C(C)(C)(C)O[C@H]1[C@@H](C[C@H]2N(CCC3=CC(=C(C=C23)OC)O[C@H](C)C2CCC2)C1)O (2R,3R,11bR)-3-(tert-butoxy)-9-((R)-1-cyclobutylethoxy)-10-methoxy-1,3,4,6,7,11b-hexahydro-2H-pyrido[2,1-a]isoquinolin-2-ol